(S)-4-(2-bromo-5-chlorophenyl-ethyl)-2-((4-(methylsulfonyl)phenoxy)methyl)piperazine-1-carboxylic acid tert-butyl ester C(C)(C)(C)OC(=O)N1[C@@H](CN(CC1)CCC1=C(C=CC(=C1)Cl)Br)COC1=CC=C(C=C1)S(=O)(=O)C